COC(=O)C1N(CCCC1)C(=O)OC(C)(C)C piperidine-1,2-dicarboxylic acid 1-tert-butyl 2-methyl ester